C(#N)C1=C(C(=CNC1=O)C1=CC=C2C(=CNC2=C1)C1=NC(=NC=C1C(F)(F)F)N[C@@H]1CN(CCC1)C(=O)OC(C)(C)C)C tert-butyl (3S)-3-[[4-[6-(5-cyano-4-methyl-6-oxo-1H-pyridin-3-yl)-1H-indol-3-yl]-5-(trifluoromethyl)pyrimidin-2-yl]amino]piperidine-1-carboxylate